C[N+]1(CCC[C@H]1C2=CN=CC=C2)[O-] oxynicotine